(R)-2-[4-({3-[(dimethylamino)methyl]piperidin-1-yl}methyl)phenyl]-2H-indazole-7-carboxamide CN(C)C[C@@H]1CN(CCC1)CC1=CC=C(C=C1)N1N=C2C(=CC=CC2=C1)C(=O)N